FC(CCCCN1C[C@@H]([C@H]([C@@H]([C@H](C1)O)O)O)O)COCC1=C(C=CC=C1)CCC (3S,4R,5R,6S)-1-{5-fluoro-6-[(2-propylbenzyl)oxy]hexyl}-3,4,5,6-azepanetetrol